O1CCC(CC1)C1=CN(C=2N=CN=C(C21)NC2CCC(CC2)N2CCN(CC2)C(=O)OC(C)(C)C)COCC[Si](C)(C)C tert-butyl 4-[4-[[5-tetrahydropyran-4-yl-7-(2-trimethylsilylethoxymethyl) pyrrolo[2,3-d]pyrimidin-4-yl] amino]cyclohexyl]piperazine-1-carboxylate